ClC=1C=C(C=CC1N1C(N(C=C1)C[2H])=O)C1=C(C(=CC(=C1)F)C1=CC(=NC=C1)N1[C@H](CN(CC1)C(=O)OC(C)(C)C)C)OC (S)-tert-butyl 4-(4-(3'-chloro-5-fluoro-2-methoxy-4'-(3-deuteromethyl-2-oxo-2,3-dihydro-1H-imidazol-1-yl)-[1,1'-biphenyl]-3-yl)pyridin-2-yl)-3-methylpiperazine-1-carboxylate